3-((4-(4-((4-(1,3-dimethyl-5-(4-methyl-3,4-dihydroquinoxalin-1(2H)-yl)-2-oxo-1,2-dihydroquinolin-7-yl)piperidin-1-yl)methyl)piperidin-1-yl)-3-fluorophenyl)amino)piperidine-2,6-dione CN1C(C(=CC2=C(C=C(C=C12)C1CCN(CC1)CC1CCN(CC1)C1=C(C=C(C=C1)NC1C(NC(CC1)=O)=O)F)N1CCN(C2=CC=CC=C12)C)C)=O